FC1=CC=C(C=C1)SC1=CC2=C(NC(=N2)NC(OC)=O)C=C1 Methyl 5-(4-fluorophenylthio)-1H-benzo[d]imidazol-2-ylcarbamate